F[C@H]1CN(CC[C@H]1NC1=C2C=C(N(C2=CC=C1)CC(F)(F)F)C1=NN=C(S1)CNC(=O)C1CC1)C N-{[5-(4-{[(3S,4R)-3-fluoro-1-methylpiperidin-4-yl]amino}-1-(2,2,2-trifluoroethyl)-1H-indol-2-yl)-1,3,4-thiadiazol-2-yl]methyl}cyclopropanecarboxamide